(5-amino-2-methylpyridin-3-yl)-2-(2-morpholinopyridin-4-yl)pyrazolo[5,1-b]thiazole-7-carboxamide hydrochloride Cl.NC=1C=C(C(=NC1)C)C=1N2C(SC1C1=CC(=NC=C1)N1CCOCC1)=C(C=N2)C(=O)N